ClC1=CC=C(C(=N1)C(=O)O)N[C@H](C)C1=C2N=C(C(=NC2=CC(=C1)C)C#N)C1CC1 (R)-6-chloro-3-((1-(2-cyano-3-cyclopropyl-7-methylquinoxalin-5-yl)ethyl)amino)picolinic acid